C1=CC=C2C(=C1)C(=O)C3=C(C2=O)C(=C(C=C3)O)O The molecule is a dihydroxyanthraquinone that is anthracene-9,10-dione in which the two hydroxy groups are located at positions 1 and 2. It has a role as a chromophore, a dye and a plant metabolite.